N-(2,2,2-trifluoro-1-(p-tolyl)ethyl)acetamide FC(C(C1=CC=C(C=C1)C)NC(C)=O)(F)F